2-((1R,6R)-6-aminocyclohex-3-en-1-yl-2,2,3,4,5,5-d6)-3,5-dichloro-N-(furan-2-ylmethyl)thieno[3,2-b]pyridin-7-amine trifluoroacetate FC(C(=O)O)(F)F.N[C@@H]1C(C(=C(C([C@H]1C1=C(C2=NC(=CC(=C2S1)NCC=1OC=CC1)Cl)Cl)([2H])[2H])[2H])[2H])([2H])[2H]